C(C)(C)(C)OC(=O)N1CC(NCC1)C(F)(F)F 3-(trifluoromethyl)piperazine-1-carboxylic acid tert-butyl ester